(R)-1-(2-((1-((dimethylamino)methyl)cyclopropyl)methoxy)-6-(3-hydroxy-8-iodo-1-naphthoyl)-6,7-dihydro-5H-pyrrolo[3,4-d]pyrimidin-4-yl)piperidine-3-carboxylic acid CN(C)CC1(CC1)COC=1N=C(C2=C(N1)CN(C2)C(=O)C2=CC(=CC1=CC=CC(=C21)I)O)N2C[C@@H](CCC2)C(=O)O